BrC1=CC=C(C=N1)OCC(C)(O)C 1-[(6-bromopyridin-3-yl)oxy]-2-methylpropan-2-ol